C1(CC1)N1CCN(CC1)CC(=O)NC=1N=CC2=CC=C(C=C2C1)C1=CN=C(N1C)C 2-(4-cyclopropylpiperazin-1-yl)-N-(6-(1,2-dimethyl-1H-imidazol-5-yl)isoquinolin-3-yl)acetamide